6,7-dimethoxy-2-methyl-N-{(1R)-1-[4-(prop-1-en-2-yl)phenyl]ethyl}quinazolin-4-amine COC=1C=C2C(=NC(=NC2=CC1OC)C)N[C@H](C)C1=CC=C(C=C1)C(=C)C